(2S,5S)-5-tert-Butoxycarbonylamino-4-oxo-1,2,4,5,6,7-hexahydro-azepino[3,2,1-hi]indole-2-carboxylic acid C(C)(C)(C)OC(=O)N[C@H]1CCC=2C=CC=C3C[C@H](N(C23)C1=O)C(=O)O